NS(=O)(=O)C=1C=C(C=CC1)S(=O)(=O)Cl 3-(aminosulfonyl)benzenesulfonyl chloride